2,2-dimethyl-6-amino-2H-benzopyran CC1(OC2=C(C=C1)C=C(C=C2)N)C